CC=1C=CC=2N(C3=CC=CC=C3C2C1)C1=CC=CC=C1 3-methyl-9-phenylcarbazole